3-(pentacosa-10,12-diynamido)propyl-imidazole C(CCCCCCCCC#CC#CCCCCCCCCCCCC)(=O)NCCCC=1NC=CN1